((1S,4S)-2-oxo-5-azabicyclo[2.2.1]hept-5-yl)-6-(4-methoxyphenyl)-5-methyl-2-phenylpyrazolo[1,5-a]pyrimidin-7(4H)-one O=C1[C@@H]2CN([C@H](C1)C2)C=2C(=NN1C2NC(=C(C1=O)C1=CC=C(C=C1)OC)C)C1=CC=CC=C1